BrC1=CN=NC=C1C 4-bromo-5-methylpyridazine